FC(C1=CC=C(CN2N=CC3=C(C=CC=C23)[N+](=O)[O-])C=C1)(F)F 1-[4-(trifluoromethyl)benzyl]-4-nitro-1H-indazole